BrC=1C=C2N(N=CC(=C2Cl)C(=NC2=C(C=CC=C2)CC)N)C1 6-bromo-4-chloro-N'-(2-ethylphenyl)pyrrolo[1,2-b]pyridazine-3-carboxamidine